ClC1=C(C=C(C=C1)C1=CC=C(O1)C=O)C(F)(F)F 5-(4-chloro-3-(trifluoromethyl)phenyl)furan-2-carbaldehyde